N-n-tridecanoyl-lysine C(CCCCCCCCCCCC)(=O)N[C@@H](CCCCN)C(=O)O